benzyl-Boc-4-iodophenylalanine C(C1=CC=CC=C1)N([C@@H](CC1=CC=C(C=C1)I)C(=O)O)C(=O)OC(C)(C)C